1-[2,6-difluoro-4-(4-methyl-6-propoxy-pyrimidin-2-yl)-phenyl]-pyrrolidin-3-yl-Acetic acid FC1=C(C(=CC(=C1)C1=NC(=CC(=N1)C)OCCC)F)N1CC(CC1)CC(=O)O